C(C1=CC=CC=C1)N1CC(C2(CC1)COC1=C3CN(C(C3=CC=C12)=O)C1C(NC(CC1)=O)=O)(F)F 3-(1'-benzyl-3',3'-difluoro-6-oxo-6,8-dihydro-2H,7H-spiro[furo[2,3-e]isoindole-3,4'-piperidin]-7-yl)piperidine-2,6-dione